ClC=CC1=C(C=CC=C1COC1=NC(=C(C(=N1)OC)CN[C@@H](CO)C(=O)O)OC)C1=CC=CC=C1 ((2-((2-chlorovinyl-[1,1'-biphenyl]-3-yl)methoxy)-4,6-dimethoxypyrimidin-5-yl)methyl)-L-serine